Imidazo[1,2-a]pyridine-3-carboxylic acid [7-methoxy-4-(tetrahydro-pyran-4-yl)-1H-benzoimidazol-2-yl]-amide COC1=CC=C(C2=C1NC(=N2)NC(=O)C2=CN=C1N2C=CC=C1)C1CCOCC1